rac-(5aR,8aS)-1,4,5,5a,6,7,8,8a-Octahydropyrrolo[3,4-e]benzotriazole N1N=NC2=C1[C@H]1[C@@H](CC2)CNC1 |r|